C(O)CN.P(=O)(OC1=C(C=C(C=C1)Cl)C(NC1=CC(=CC(=C1)C(F)(F)F)C(F)(F)F)=O)(O)O 2-((3,5-bis(trifluoromethyl)phenyl)carbamoyl)-4-chlorophenyl Phosphate MonoEthanolamine Salt